CN(CCN(C1=C(C=C(C=C1)NC1=NC=C(C(=N1)C1=CNC2=C(C=CC=C12)OC)OC)[N+](=O)[O-])C)C N1-(2-(dimethylamino)ethyl)-N1-methyl-N4-(5-methoxy-4-(7-methoxy-1H-indol-3-yl)pyrimidin-2-yl)-2-nitrobenzene-1,4-diamine